(3aS,5S,6aR)-2-((R)-2-(3,5-difluoro-4-hydroxyphenyl)-2-hydroxyethyl)-5-(2,4-difluorophenoxy)hexahydrocyclopenta[c]pyrrol-3a(1H)-ol FC=1C=C(C=C(C1O)F)[C@H](CN1C[C@@H]2[C@](C1)(C[C@H](C2)OC2=C(C=C(C=C2)F)F)O)O